[Si](C1=CC=CC=C1)(C1=CC=CC=C1)(C(C)(C)C)OCC[C@@H](COC1=NC(=CC=2N=C(NC(C21)=O)SC)Cl)NC (S)-5-(4-((tert-butyldiphenylsilyl)oxy)-2-(methylamino)butoxy)-7-chloro-2-(methylthio)pyrido[4,3-d]pyrimidin-4(3H)-one